ClC1=C(N=C(S1)NC([C@@H]([C@@H]1CC(CC1)(F)F)C1=CC(=C(C=C1)C#N)C#N)=O)C (S)-N-(5-chloro-4-methylthiazol-2-yl)-2-(3,4-dicyanophenyl)-2-((S)-3,3-difluorocyclopentyl)acetamide